2-Fluoro-6-methoxybenzonitrile FC1=C(C#N)C(=CC=C1)OC